CCCC(CCCCCCCCC(CCCCCC)O)O nonadecane-4,13-diol